Monofucosyl-2'-deoxyuridine C1([C@@H](O)[C@H](O)[C@H](O)[C@@H](O1)C)[C@@]1(C[C@H](O)[C@@H](CO)O1)N1C(=O)NC(=O)C=C1